N-isopropylpiperidine-1-carboxamide C(C)(C)NC(=O)N1CCCCC1